N1(C=NC=C1)CCCO 3-(1H-imidazol-1-yl)propanol